[(Z)-(1-Amino-2-tetrahydropyran-2-yloxy-propylidene)amino](2S,5'R)-7-chloro-1',4-dimethoxy-5'-methyl-3,3'-dioxo-spiro[benzofuran-2,6'-cyclohexene]-6-carboxylate N\C(\C(C)OC1OCCCC1)=N/C1=C([C@]2([C@@H](CC1=O)C)OC1=C(C2=O)C(=CC(=C1Cl)C(=O)[O-])OC)OC